FC(C1=CC=C(C=N1)CN)(F)F [6-(trifluoromethyl)pyridin-3-yl]methylamine